7-isopropoxy-2-((1r,4S)-1-methyl-2-oxabicyclo[2.2.1]hept-4-yl)-N-(2-oxo-1-((S)-spiro[2.2]pent-1-yl)-1,2-dihydropyridin-3-yl)imidazo[1,2-a]pyrimidine-6-carboxamide C(C)(C)OC1=NC=2N(C=C1C(=O)NC=1C(N(C=CC1)[C@H]1CC13CC3)=O)C=C(N2)[C@]23CO[C@](CC2)(C3)C